CN1C(N(C=2N=C(N(C2C1=O)C)S(=O)(=O)CC1=CC=CC2=CC=CC=C12)C)=O 1,3,7-trimethyl-8-((naphthalen-1-ylmethyl)sulfonyl)-1H-purine-2,6(3H,7H)-dione